BrC=1C=C(C=CC1N1N=C2C=CC=CC2=C1)C 2-(3-bromo-4-tolyl)indazole